C(C1=CC=CC=C1)(C1=CC=CC=C1)N1CC(C1)(C)NCCO 2-[(1-benzhydryl-3-methyl-azetidin-3-yl)amino]ethanol